thiapyridine N1SC=CC=C1